BrC=1C=C(C=2N(C1)C(=CN2)CO[Si](C)(C)C(C)(C)C)F (6-bromo-8-fluoro-imidazo[1,2-a]pyridin-3-yl)methoxy-tert-butyl-dimethyl-silane